(Z)-5-((1H-pyrrolo[2,3-b]pyridin-3-yl)methylene)-3-ethyloxazolidine-2,4-dione N1C=C(C=2C1=NC=CC2)\C=C/2\C(N(C(O2)=O)CC)=O